di-tert-butylcatechol C(C)(C)(C)C=1C(=C(C(O)=CC1)O)C(C)(C)C